C1(CCC(N1C1=C(C(=O)[O-])C=CC(=C1)S(=O)(=O)C=C)=O)=O succinimidyl-(4-vinylsulfonylbenzoate)